5-methoxynaphthalene-1,4-diyldiacetate COC1=C2C(=CC=C(C2=CC=C1)CC(=O)[O-])CC(=O)[O-]